[Sb](=O)#N antimonyl-nitrogen